CC(CCCC(=O)OCCCCCCC(C)C)C 7-Methyloctyl 5-methylhexanoate